[Ir+3].C1(=CC=CC=C1)C1=NC(=CC2=CC=CC=C12)C(C(C)=O)(C(C)=O)C=1N=C(C2=CC=CC=C2C1)C1=CC=CC=C1 bis-(1-phenylisoquinolinyl)(acetylacetone) iridium (III)